4-chloro-1-[(2,6-difluorophenyl)methyl]Pyrazolo[3,4-d]Pyrimidin-6-amine ClC1=C2C(=NC(=N1)N)N(N=C2)CC2=C(C=CC=C2F)F